(R)-3-((6-(1-Hydroxyethyl)-8-(isopropylamino)pyrido[3,4-d]pyrimidin-2-yl)amino)propan O[C@H](C)C1=CC2=C(N=C(N=C2)NCCC)C(=N1)NC(C)C